BrC=1C=C2C(=NC1)N(N=C2C=2CCN(CC2)C(=O)OC(C)(C)C)COCC[Si](C)(C)C tert-butyl 4-(5-bromo-1-((2-(trimethylsilyl) ethoxy) methyl)-1H-pyrazolo[3,4-b]pyridin-3-yl)-3,6-dihydropyridine-1(2H)-carboxylate